2-bromo-1-(2-fluoro-5-methylphenyl)ethan-1-one BrCC(=O)C1=C(C=CC(=C1)C)F